COCCOCCOCCOC1=CC=C(C=C1)N1C2=CC=CC=C2C=2C=CC=CC12 9-(4-(2-(2-(2-methoxyethoxy)ethoxy)ethoxy)phenyl)-9H-carbazole